O=C1NC(CCC1N1C(N(C2=C1C=CC(=C2)C=2C=CC(=NC2)CN(C(OC(C)(C)C)=O)C)C)=O)=O tert-butyl N-({5-[1-(2,6-dioxopiperidin-3-yl)-3-methyl-2-oxo-1,3-benzodiazol-5-yl] pyridin-2-yl} methyl)-N-methylcarbamate